6-((4-(2-(4-chloro-2-fluorophenyl)-2-methylbenzo[d][1,3]dioxol-4-yl)piperidin-1-yl)methyl)-5-((1,1-dioxotetrahydrothiophen-2-yl)methyl)-N'-hydroxypyridineformamidine ClC1=CC(=C(C=C1)C1(OC2=C(O1)C=CC=C2C2CCN(CC2)CC2=C(C=CC(=N2)C(=NO)N)CC2S(CCC2)(=O)=O)C)F